3-ethyl-6-(2-(2-methyl-6-(trifluoromethyl)pyrimidin-4-yl)-2,6-diazaspiro[3.4]octan-6-yl)-1-(oxetan-3-yl)-1H-pyrazolo[3,4-b]pyrazine C(C)C1=NN(C2=NC(=CN=C21)N2CC1(CN(C1)C1=NC(=NC(=C1)C(F)(F)F)C)CC2)C2COC2